(2S)-diphenyl-prolinol C1(=CC=CC=C1)[C@]1(N(CCC1)C1=CC=CC=C1)CO